C1=NC=CC=2C(=CC=CC12)S(=O)(=O)NCC1CCCN1C(=O)[O-] 5-((isoquinoline-5-sulfonamido)methyl)pyrrolidine-1-carboxylate